[Pt+2].C(CC)[Si](C(C(=O)CCC)C(C)=O)(OC)OC.C(CC)[Si](C(C(=O)CCC)C(C)=O)(OC)OC bis[2-(propyldimethoxysilyl)1-propyl-1,3-butanedione] platinum (II)